O.O.C(CS(=O)(=O)O)S(=O)(=O)O 1,2-Ethanedisulfonic acid dihydrate